3-((5-chloro-6-(thiazol-4-ylmethoxy)-1H-indol-2-yl)methyl)-1-methyl-1-((1-trityl-1H-pyrazol-4-yl)methyl)urea ClC=1C=C2C=C(NC2=CC1OCC=1N=CSC1)CNC(N(CC=1C=NN(C1)C(C1=CC=CC=C1)(C1=CC=CC=C1)C1=CC=CC=C1)C)=O